1-methyl-1H-imidazole-4-carbonitrile CN1C=NC(=C1)C#N